ClC=1C=C(C=2N(N1)C=CN2)[C@@H]2[C@H](C2)C=2C=CC(=C(C#N)C2)OC(F)(F)F 5-((1S,2S)-2-(6-chloroimidazo[1,2-b]pyridazin-8-yl)cyclopropyl)-2-(trifluoromethoxy)benzonitrile